5-(4-fluorophenyl)-1-(2-((4R,6R)-6-(hydroxymethyl)-2,2-dimethyl-1,3-dioxan-4-yl)ethyl)-2-isopropyl-N,4-diphenyl-1H-pyrrole-3-carboxamide FC1=CC=C(C=C1)C1=C(C(=C(N1CC[C@H]1OC(O[C@H](C1)CO)(C)C)C(C)C)C(=O)NC1=CC=CC=C1)C1=CC=CC=C1